S1C(=NC2=C1C=CC=C2)NC(=O)C=2C=CC=C1CCN(CC21)C2=CC=C(C(=N2)C(=O)O)C2=C(N(C(=C2)C#N)CC21CC3(CC(CC(C2)C3)C1)OC)C 6-[8-(1,3-benzothiazol-2-ylcarbamoyl)-3,4-dihydroisoquinolin-2(1H)-yl]-3-(5-cyano-1-{[3-methoxytricyclo[3.3.1.13,7]dec-1-yl]methyl}-2-methyl-1H-pyrrol-3-yl)pyridine-2-carboxylic acid